C1(CC1)COC=1C=CC(=NC1)[N+](=O)[O-] 5-(cyclopropylmethoxy)-2-nitropyridine